(1R,2S,5S)-N-(2-amino-2-oxo-1-phthalazin-1-yl-ethyl)-3-[(2S)-2-(2,2-difluoropropanoylamino)-3,3-dimethyl-butanoyl]-6,6-dimethyl-3-azabicyclo[3.1.0]hexane-2-carboxamide NC(C(C1=NN=CC2=CC=CC=C12)NC(=O)[C@@H]1[C@H]2C([C@H]2CN1C([C@H](C(C)(C)C)NC(C(C)(F)F)=O)=O)(C)C)=O